C(#N)[C@@H](C[C@H]1C(NCCC1)=O)NC([C@H](CC1CC1)N1C(=CC2=C(C=CC=C12)OC)C(=O)N)=O [(1S)-2-[[(1R)-1-cyano-2-[(3S)-2-oxo-3-piperidyl]ethyl]amino]-1-(cyclopropylmethyl)-2-oxo-ethyl]-4-methoxy-1H-indole-2-carboxamide